N-(4b-hydroxy-7,8-dimethyl-10-oxo-9b,10-dihydro-4bH-indeno[1,2-b]benzofuran-9b-yl)-(1H-indol-3-yl)-2-oxoacetamide OC12OC3=C(C1(C(C1=CC=CC=C12)=O)NC(C(=O)C1=CNC2=CC=CC=C12)=O)C=C(C(=C3)C)C